C1(CCC1)C1=NNC=2C=NC=NC21 CYCLOBUTYLPYRAZOLOPYRIMIDIN